C1(=CC=C(C=C1)S(=O)(=O)OC1=C(C=CC=C1)NC(=O)NC1=C(C=CC=C1)OS(=O)(=O)C=1C=C(C=CC1)C)C N-[2-(p-tolylsulfonyloxy)phenyl]-N'-[2-(m-tolylsulfonyloxy)phenyl]urea